Perfluoro-n-octadecanoic acid FC(C(=O)O)(C(C(C(C(C(C(C(C(C(C(C(C(C(C(C(C(F)(F)F)(F)F)(F)F)(F)F)(F)F)(F)F)(F)F)(F)F)(F)F)(F)F)(F)F)(F)F)(F)F)(F)F)(F)F)(F)F)F